C(CCC)C1=CC=C(C(=O)OC(CC)C(C(CC)OC(C2=CC=C(C=C2)CCCC)=O)CC)C=C1 4-ethyl-3,5-heptanediol bis(4-n-butyl benzoate)